C1C2C=CC1C3C2C(=O)OC3=O Endo-5-norbornene-2,3-dicarboxylic anhydride